C(C(C)C)OC(C(=O)C1=CC=CC=C1)C1=CC=CC=C1 2-isobutoxy-1,2-diphenylethanone